C(C)(C)(C)[Si](OC(CC1=C(C=C(C=C1)C1=CC=C2C(=CN=NC2=C1)NCC1=C(C=C(C=C1)OC)OC)Cl)C)(C)C 7-[4-[2-[tert-butyl-(dimethyl)silyl]oxypropyl]-3-chlorophenyl]-N-[(2,4-dimethoxyphenyl)methyl]cinnolin-4-amine